C(C)(C)(C)OC(=O)N(CCC1=NC(=CC=C1[N+](=O)[O-])OC)CC1=C(C=CC(=C1)F)NC1=C(C(=O)O)C=C(C(=C1)Cl)F 2-((2-(((tert-Butoxycarbonyl)(2-(6-methoxy-3-nitropyridin-2-yl)ethyl)amino)-methyl)-4-fluorophenyl)amino)-4-chloro-5-fluorobenzoic acid